5-(4-nitrophenoxy)-1-tetrahydropyran-2-yl-3-(trifluoromethyl)pyrazolo[3,4-b]pyridine [N+](=O)([O-])C1=CC=C(OC=2C=C3C(=NC2)N(N=C3C(F)(F)F)C3OCCCC3)C=C1